(3-hydroxyphenyl)-5-(isoindolin-2-yl)-7-(1H-pyrazol-4-yl)-3-(tetrahydro-2H-pyran-4-yl)pyrazolo[1,5-a]pyrimidine-2-carboxamide OC=1C=C(C=CC1)C=1C(=NC=2N(C1C=1C=NNC1)N=C(C2C2CCOCC2)C(=O)N)N2CC1=CC=CC=C1C2